4-(4,8-dimethoxynaphthylmethyl)benzenesulfonamide COC1=CC=C(C2=C(C=CC=C12)OC)CC1=CC=C(C=C1)S(=O)(=O)N